[C@H](C)(CC)[C@@H]1N(CC2=C(NC1=O)C=CC=C2)C(CNC(OC(C)(C)C)=O)=O tert-butyl (2-((S)-3-((S)-sec-butyl)-2-oxo-1,2,3,5-tetrahydro-4H-benzo[e][1,4]diazepin-4-yl)-2-oxoethyl)carbamate